(4-(3-fluorophenyl)tetrahydro-2H-pyran-4-yl)methylamine hydrochloride Cl.FC=1C=C(C=CC1)C1(CCOCC1)CN